N1=C(C=CC=C1)CC1=C(C(=O)N)C=CC=C1 (pyridin-2-yl-methyl)benzamide